C(C)(=O)O.C(C)(=O)O.C(C)(=O)O.OCCNCCN 2-hydroxyethyl-ethylenediamine triacetic acid salt